2-methyl-4-(6-(tetrahydro-2H-pyran-4-yl)pyrazolo[1,5-a]pyridin-3-yl)benzoic acid CC1=C(C(=O)O)C=CC(=C1)C=1C=NN2C1C=CC(=C2)C2CCOCC2